CN(C(=O)N(C1=CC=CC=C1)C1=CC=CC=C1)CC N-methylphenyl-N-ethylphenyl-urea